tert-butyl 3-(5-bromo-7-chloro-2,3-dihydro-1,4-benzoxazin-4-yl)azetidine-1-carboxylate BrC1=CC(=CC2=C1N(CCO2)C2CN(C2)C(=O)OC(C)(C)C)Cl